1-(bromomethyl)-2,3,5,6-tetrafluoro-4-(methoxymethyl)benzene BrCC1=C(C(=C(C(=C1F)F)COC)F)F